4-hydroxy-3-[2-(2-methoxy-ethoxymethyl)-6-trifluoromethyl-pyridine-3-carbonyl]-bicyclo[3.2.1]oct-3-en-2-one OC1=C(C(C2CCC1C2)=O)C(=O)C=2C(=NC(=CC2)C(F)(F)F)COCCOC